CN1CCC(CC1)C1=CN=CS1 5-(1-methylpiperidin-4-yl)thiazole